tert-butyl (S)-3-(4-(5-(2-(2-(2-(2-azidoethoxy)ethoxy)ethoxy)ethoxy)-2-methyl-3-oxo-2,3-dihydropyridazin-4-yl)phenyl)-2-(3,5-dichloroisonicotinamido)propanoate N(=[N+]=[N-])CCOCCOCCOCCOC1=C(C(N(N=C1)C)=O)C1=CC=C(C=C1)C[C@@H](C(=O)OC(C)(C)C)NC(C1=C(C=NC=C1Cl)Cl)=O